ClC=1C(N(N=CC1N1CC2=CC=NC(=C2CC1)OC1=C(C=C(C=C1)F)C(F)(F)F)C1OCCCC1)=O 4-chloro-5-[5-[4-fluoro-2-(trifluoromethyl)phenoxy]-1,2,3,4-tetrahydro-2,6-naphthyridin-2-yl]-2-(oxane-2-yl)-2,3-dihydropyridazin-3-one